3-(1-Methyl-7-((1-(5-(pyridin-3-yl)-1H-imidazole-4-carbonyl)piperidin-4-yl)-oxy)-1H-indazol-3-yl)piperidine-2,6-dione CN1N=C(C2=CC=CC(=C12)OC1CCN(CC1)C(=O)C=1N=CNC1C=1C=NC=CC1)C1C(NC(CC1)=O)=O